ClC=1C=C(C=C(C1)Cl)N1N=C(C2=C1C=1C=C(C(=CC1OC2)OC)C=2C=C(C=CC2)NC(NCCNC(OC(C)(C)C)=O)=O)C(=O)N2C(COCC2)(C)C tert-butyl (2-(3-(3-(1-(3,5-dichlorophenyl)-3-(3,3-dimethylmorpholine-4-carbonyl)-7-methoxy-1,4-dihydrochromeno[4,3-c]pyrazol-8-yl)phenyl)ureido)ethyl)carbamate